2-(3-fluoro-5-isopropyl-2-methoxyphenyl)-2-((R)-3-(methyl(2-methyl-6-(5,6,7,8-tetrahydro-1,8-naphthyridin-2-yl)hexan-2-yl)amino)pyrrolidin-1-yl)acetic acid FC=1C(=C(C=C(C1)C(C)C)C(C(=O)O)N1C[C@@H](CC1)N(C(C)(CCCCC1=NC=2NCCCC2C=C1)C)C)OC